Cl.N1=C(C=NC=C1)NC([C@H](N)C)=O N-pyrazin-2-yl-D-alaninamide hydrochloride